3-(cyclopropylmethyl)-8-(trifluoromethyl)-7-((trimethylsilyl)ethynyl)-[1,2,4]triazolo[4,3-a]pyridine C1(CC1)CC1=NN=C2N1C=CC(=C2C(F)(F)F)C#C[Si](C)(C)C